FC1=CC=C(C=C1)[C@@H]1N(CCC2=CC=CC=C12)C(=O)N([C@@H]1CN(CC1)C)C (S)-1-(4-fluorophenyl)-N-methyl-N-((S)-1-methylpyrrolidin-3-yl)-3,4-dihydroisoquinoline-2(1H)-carboxamide